5-[7-(difluoromethyl)-3-(1H-imidazol-5-yl)imidazo[1,2-a]pyrimidin-2-yl]-3-(trifluoromethyl)-1H-1,2,4-triazole FC(C1=NC=2N(C=C1)C(=C(N2)C2=NC(=NN2)C(F)(F)F)C2=CN=CN2)F